racemic-tert.-butyl 5-{[2-(4-chlorophenyl)imidazo[1,2-a]pyrimidin-3-yl]methyl}-2,5-diazabicyclo[2.2.2]octane-2-carboxylate ClC1=CC=C(C=C1)C=1N=C2N(C=CC=N2)C1CN1C2CN(C(C1)CC2)C(=O)OC(C)(C)C